(6-(2-(6-methylpyridin-2-yl)imidazo[1,2-a]pyridin-3-yl)-1,5-naphthyridin-3-yl)boronic acid CC1=CC=CC(=N1)C=1N=C2N(C=CC=C2)C1C=1N=C2C=C(C=NC2=CC1)B(O)O